n-triacontyl heptyl ketone C(CCCCCC)C(=O)CCCCCCCCCCCCCCCCCCCCCCCCCCCCCC